FC(C(O)C1=CC(=NC=C1)C(=O)NC=1C=NC(=C(C1)C=1C=NC2=CC(=NC=C2C1)NC)C)(C)F 4-(2,2-difluoro-1-hydroxypropyl)-N-(6-methyl-5-(7-(methylamino)-1,6-naphthyridin-3-yl)pyridin-3-yl)pyridineamide